C1(=CC=CC=C1)N(C1=CC=CC=C1)C N,N-diphenyl-monomethylamine